tributyl-(cyclopropyl)-λ4-stannane C(CCC)[Sn](C1CC1)(CCCC)CCCC